C(C)OCC1(CCN(CC1)CC=1C=NN(C1)C)CCC1=CSC(=C1)C 4-(ethoxymethyl)-1-((1-methyl-1H-pyrazol-4-yl)methyl)-4-(2-(5-methylthiophen-3-yl)ethyl)piperidine